dodecyltris(2-hydroxyethyl)ammonium hydroxide [OH-].C(CCCCCCCCCCC)[N+](CCO)(CCO)CCO